ethyl 2-diazo-3-(2-naphthyl)-3-oxopropanoate [N+](=[N-])=C(C(=O)OCC)C(=O)C1=CC2=CC=CC=C2C=C1